N1N=CC(=C1)C=1C=C(C=CC1)C=1C=C2C(=NN(C2=CC1)C(C)C)COC1=C(C=CC=C1)CC(=O)O 2-(2-((5-(3-(1H-pyrazol-4-yl)phenyl)-1-isopropyl-1H-indazol-3-yl)methoxy)phenyl)acetic acid